CC=1C(=NC(=NC1)N[C@H]1C[C@H](CCC1)N1C(C2=CC(=CC=C2C1)[N+](=O)[O-])=O)C(F)(F)F 2-((1S,3R)-3-((5-methyl-4-(trifluoromethyl)pyrimidin-2-yl)amino)cyclohexyl)-6-nitroisoindolin-1-one